4-amino-N-((1R)-1-(5-cyano-2-pyridinyl)ethyl)-N-ethyl-1,3-dihydrofuro[3,4-c]quinoline-8-carboxamide NC1=NC=2C=CC(=CC2C2=C1COC2)C(=O)N(CC)[C@H](C)C2=NC=C(C=C2)C#N